C(#N)[C@H](C[C@@H]1C(NCC1)=O)NC(=O)[C@@H]1N([C@H]2CC([C@@H]1CC2)(F)F)C([C@@H](CC2CCC2)NC(C(F)(F)F)=O)=O (1R,3R,4R)-N-[(1S)-1-cyano-2-[(3R)-2-oxopyrrolidin-3-yl]ethyl]-2-[(2R)-3-cyclobutyl-2-[(2,2,2-trifluoroacetyl)amino]propanoyl]-5,5-difluoro-2-azabicyclo[2.2.2]octane-3-carboxamide